ClC=1C=C(C=NC1O)NC(NC=1N=CSC1C(=O)OCC)=S Ethyl 4-(3-(5-chloro-6-hydroxypyridin-3-yl)thioureido)thiazole-5-carboxylate